(5R)-5-(5,5-dimethyl-1,1-dioxo-1λ6,2-thiazolidine-2-yl)-3,3-difluoropiperidine-1-carboxylic acid tert-butyl ester C(C)(C)(C)OC(=O)N1CC(C[C@H](C1)N1S(C(CC1)(C)C)(=O)=O)(F)F